O1CC[C@@H](C2=CC=CC=C12)NC(=O)C=1C=NC2=C(C=CC=C2C1N(C)C)C1CCOCC1 (S)-N-(chroman-4-yl)-4-(dimethylamino)-8-(tetrahydro-2H-pyran-4-yl)quinoline-3-carboxamide